COCCOCCOCCOCCOCCOCCOCC(=O)Cl 2-[2-[2-[2-[2-[2-(2-methoxyethoxy)ethoxy]ethoxy]ethoxy]ethoxy]ethoxy]acetyl chloride